2-Amino-6-ethyl-4-oxo-4,5,6,7-tetrahydrobenzo[b]thiophene-3-carboxamide NC1=C(C2=C(S1)CC(CC2=O)CC)C(=O)N